[4-(4-biphenylylthio)phenyl]-4-biphenylylphenylsulfonium C1(=CC=C(C=C1)SC1=CC=C(C=C1)[SH+]C1=CC=C(C=C1)C1=C(C=CC=C1)C1=CC=CC=C1)C1=CC=CC=C1